NC1=C(C=C(C2=CC=CC=C12)S(=O)(=O)O)N=NC=1C=NC(=CC1)C1=C(C=CC=C1)OCCCC 4-Amino-3-[6-(2-butoxyphenyl)pyridin-3-ylazo]naphthalene-1-sulfonic acid